O=C1C(O)=C(O)[C@H](O1)[C@@H](O)CO.C(CCCCC)C(C(C(O)(CCCCCCCCCC)CCCCCC)(CCCCCC)CCCCCC)CCCCCCC tetrahexyldecyl-decanol-ascorbic acid